1-((S)-1-(2-((S)-amino(4,4-difluorocyclohexyl)methyl)imidazo[1,2-b]pyridazin-7-yl)-2-methoxyethyl)-4-(trifluoromethyl)imidazolidin-2-one N[C@H](C=1N=C2N(N=CC(=C2)[C@@H](COC)N2C(NC(C2)C(F)(F)F)=O)C1)C1CCC(CC1)(F)F